ClC1=CC=C2C(=CC(=NC2=C1)C1=CC=C(C=C1)CCl)C(=O)N1CCOCC1 (7-chloro-2-(4-(chloromethyl)phenyl)quinolin-4-yl)(morpholino)methanone